FC(OC1=CC=C(C=C1)N1C(C(=CC2=C1N=C(N=C2)OCC)C2=CC1=CN(N=C1C=C2)CCO)=O)F 8-(4-(difluoromethoxy)phenyl)-2-ethoxy-6-(2-(2-hydroxyethyl)-2H-indazol-5-yl)pyrido[2,3-d]pyrimidin-7(8H)-one